4-(5-hydroxy-1-((5-methoxy-7-methyl-1H-indol-4-yl)methyl)piperidin-2-yl)benzoic acid OC1CCC(N(C1)CC1=C2C=CNC2=C(C=C1OC)C)C1=CC=C(C(=O)O)C=C1